2-Methoxyethyl N-[2-(1,3-benzodioxol-5-yl)-1-methyl-2-oxo-ethyl]-N-methyl-carbamate O1COC2=C1C=CC(=C2)C(C(C)N(C(OCCOC)=O)C)=O